C1(CCCC1)NC(=O)NC1=NC2=CC(=CC=C2C=N1)NCC1=C(C=C(C=C1)OC)OC 1-Cyclopentyl-3-(7-((2,4-dimethoxybenzyl)amino)quinazolin-2-yl)urea